N-[2-(benzenesulfonyloxy)phenyl]-N'-[4-(o-toluenesulfonyloxy)phenyl]urea C1(=CC=CC=C1)S(=O)(=O)OC1=C(C=CC=C1)NC(=O)NC1=CC=C(C=C1)OS(=O)(=O)C=1C(C)=CC=CC1